2-((2S,4R)-2-((2-fluoroethoxy)methyl)-4-(4-(trifluoromethyl)phenoxy)pyrrolidin-1-yl)pyrimidine-5-carboxylic acid FCCOC[C@H]1N(C[C@@H](C1)OC1=CC=C(C=C1)C(F)(F)F)C1=NC=C(C=N1)C(=O)O